C(#N)C(CC=1C=NC(=CC1)C=1C=CC2=C(N(C(O2)=O)C)C1)NC(=O)[C@H]1OCCCNC1 (S)-N-(1-cyano-2-(6-(3-methyl-2-oxo-2,3-dihydrobenzo[d]oxazol-5-yl)pyridin-3-yl)ethyl)-1,4-oxazepane-2-carboxamide